3-[4-(hydroxymethyl)-3-methyl-2-oxo-1,3-benzodiazol-1-yl]piperidine-2,6-dione OCC1=CC=CC=2N(C(N(C21)C)=O)C2C(NC(CC2)=O)=O